di-tert-butyl-(phenyl)phosphonium tetrafluoroborate F[B-](F)(F)F.C(C)(C)(C)[PH+](C1=CC=CC=C1)C(C)(C)C